OC1CN(CCC1)C1=NC=2N(C=C1)N=CC2C(=O)N 5-(3-hydroxypiperidin-1-yl)pyrazolo[1,5-a]pyrimidine-3-carboxamide